ClC=1N=NC(=CC1N1CC(N(CC1CO)C(=O)O)C)Cl.NC1=CC=C(OCCOCCOCCOCCNC(C2=CC(=CC=C2)C=2C=C3CC(NC3=CC2)=O)=O)C=C1 N-(2-(2-(2-(2-(4-aminophenoxy)ethoxy)ethoxy)ethoxy)ethyl)-3-(2-oxoindolin-5-yl)benzamide 4-(3,6-dichloropyridazin-4-yl)-5-(hydroxymethyl)-2-methylpiperazine-1-carboxylate